C(#N)C1=NC=CC(=N1)N1CCC(=CC1)C=1C(=CC(=C(C1)NC(=O)C1=CNC(C=C1C(F)F)=O)N1C[C@H](N(CC1)C)C)F N-[5-[1-(2-cyanopyrimidin-4-yl)-3,6-dihydro-2H-pyridin-4-yl]-4-fluoro-2-[(3R)-3,4-dimethylpiperazin-1-yl]phenyl]-4-(difluoromethyl)-6-oxo-1H-pyridine-3-carboxamide